C(C1CO1)N1C(NC(C1=O)(C)C)=O 3-(2,3-epoxypropyl)-5,5-dimethyl-hydantoin